C(=O)C1=C(C(=O)NC)C=CC(=C1)O 2-FORMYL-4-HYDROXY-N-METHYLBENZAMIDE